C(C(C)C)[C@H](NC([C@@H](NC(OC(C)(C)C)=O)CC1=CC=CC2=CC=CC=C12)=O)C(N[C@H](C(=O)OC)C[C@H]1C(NCCC1)=O)=O Methyl (6S,9S,12S)-9-isobutyl-2,2-dimethyl-6-(naphthalen-1-ylmethyl)-4,7,10-trioxo-12-(((S)-2-oxopiperidin-3-yl)methyl)-3-oxa-5,8,11-triazatridecan-13-oate